CC1(NC(NC(N1)(N)C)(N)C)C tetramethyl-2,4-diamino-1,3,5-triazine